2-((2S)-4-(8-fluoro-2-(((S)-1-methylpyrrolidin-2-yl)methoxy)-7-(1,1a,6,6a-tetrahydrocyclopropa[a]inden-2-yl)quinazolin-4-yl)-1-(2-fluoroacryloyl)piperazin-2-yl)acetonitrile FC=1C(=CC=C2C(=NC(=NC12)OC[C@H]1N(CCC1)C)N1C[C@@H](N(CC1)C(C(=C)F)=O)CC#N)C1=CC=CC=2CC3C(C12)C3